3-fluoro-2-nitroaniline FC=1C(=C(N)C=CC1)[N+](=O)[O-]